ClC=1C=C(C(=O)C=2C=C3C(=CNC3=CC2)C=2CCN(CC2)CCCCCC)C=CC1 5-(3-chlorobenzoyl)-3-(1-hexyl-1,2,3,6-tetrahydropyridin-4-yl)-1H-indole